2-(4-Aminopyrazol-1-yl)ethanol NC=1C=NN(C1)CCO